C1(=CC=CC2=CC=CC=C12)N(C1=CC=C(C2=CC=C(N(C3=CC=CC=C3)C3=CC=CC=C3)C=C2)C=C1)C1=CC=CC2=CC=CC=C12 bis(naphthalen-1-yl)-N,N-diphenyl-benzidine